C(#N)C(C)(C)C1=CC(=NC=C1)C(=O)NC1=CC(=CC(=C1)C=1C=NC2=CC(=NC=C2C1)NC)F 4-(2-cyanoprop-2-yl)-N-(3-fluoro-5-(7-(methylamino)-1,6-naphthyridin-3-yl)phenyl)picolinamide